N-(2,6-difluoro-3-(5-(2-(methyl-amino)pyrimidin-5-yl)-1H-pyrrolo-[2,3-b]pyridine-3-carbonyl)phenyl)-3,3,3-trifluoro-propane-1-sulfonamide FC1=C(C(=CC=C1C(=O)C1=CNC2=NC=C(C=C21)C=2C=NC(=NC2)NC)F)NS(=O)(=O)CCC(F)(F)F